C(C1=CC=CC=C1)NC(N(C1=NC=C(C=C1)C=1C=NN(C1)C)[C@@H]1CC[C@H](CC1)NC1=NC=C(C(=N1)NCC1COCC1)C#N)=O 3-benzyl-1-(trans-4-((5-cyano-4-((tetrahydrofuran-3-ylmethyl)-amino)pyrimidin-2-yl)amino)-cyclohexyl)-1-(5-(1-methyl-1H-pyrazol-4-yl)pyridin-2-yl)urea